C1CCC2=C(C=3CCCC3C=C12)CC(=O)NS(N(CCN(C(C)=O)C)C=1C=NN(C1)C)(=O)=O 2-(1,2,3,5,6,7-Hexahydro-s-indacen-4-yl)-N-[(1-methyl-1H-pyrazol-4-yl)[2-(N-methylacetamido)ethyl]sulfamoyl]acetamide